2-(1,2,4-triazol-1-yl)pyridine-4-carboxylic acid N1(N=CN=C1)C1=NC=CC(=C1)C(=O)O